C1(CCCC1)N1CCC(CC1)CC1N=C(C=CC1=O)N1N=CC=C1 2-[(1-cyclopentylpiperidin-4-yl)methyl]-6-pyrazol-1-ylpyridin-3-one